1-(4-Amino-2-(3-(difluoromethyl)-5-methyl-1H-pyrazol-1-yl)phenyl)ethan-1-one NC1=CC(=C(C=C1)C(C)=O)N1N=C(C=C1C)C(F)F